4,5α-epoxy-3-methoxy-17-methylmorphinan-6-one COC=1C=CC=2C[C@@H]3[C@@H]4CCC([C@H]5[C@@]4(C2C1O5)CCN3C)=O